NCC=1C2=CC(=CC=C2N=C2C3=CC=4[C@@](C(OCC4C(N3CC12)=O)=O)(O)CC)Br (19S)-10-(aminomethyl)-7-bromo-19-ethyl-19-hydroxy-17-oxa-3,13-diazapentacyclo[11.8.0.02,11.04,9.015,20]henicosa-1(21),2,4,6,8,10,15(20)-heptaene-14,18-dione